CC(C(CC(CC)O)O)C 6-methyl-3,5-heptanediol